(4-(3,5-dimethyl-1H-pyrazol-4-yl)phenyl)carbamic acid tert-butyl ester hydrochloride Cl.C(C)(C)(C)OC(NC1=CC=C(C=C1)C=1C(=NNC1C)C)=O